(((4-nitrophenoxy)carbonyl)oxy)methyl palmitate C(CCCCCCCCCCCCCCC)(=O)OCOC(=O)OC1=CC=C(C=C1)[N+](=O)[O-]